(S)-N-((R)-1-(3-chloro-2-fluoro-5-methoxypyridin-4-yl)pent-4-en-1-yl)-2-methylpropan-2-sulfinamide ClC=1C(=NC=C(C1[C@@H](CCC=C)N[S@@](=O)C(C)(C)C)OC)F